FC([C@](CC(=O)N[C@@H](C)C1=CC(=CC=C1)OCC(F)(F)F)(C)O)(F)F (R)-4,4,4-trifluoro-3-hydroxy-3-methyl-N-((S)-1-(3-(2,2,2-trifluoroethoxy)phenyl)ethyl)butanamide